NC=1C=CC(=C(C1)C1CCN(CC1)C(=O)OC(C)(C)C)F tert-Butyl 4-(5-amino-2-fluorophenyl)piperidine-1-carboxylate